3-(4-chloro-6-methylthieno[2,3-d]pyrimidin-2-yl)-1,2,4-oxadiazole ClC=1C2=C(N=C(N1)C1=NOC=N1)SC(=C2)C